(1R,3S,5s,7s)-2-(5-Chloropyrazin-2-yl)-2-azaadamantane-5-carboxylic acid methyl ester COC(=O)C12C[C@H]3N([C@H](CC(C1)C3)C2)C2=NC=C(N=C2)Cl